C(C1=CC=CC=C1)N(C(OC(C)(C)C)=O)C=1C2=C(N=NN1)C(=C(S2)C[C@H](C)NC(=O)OC(C)(C)C)C tert-butyl N-benzyl-N-{6-[(2S)-2-[(tert-butoxycarbonyl) amino]propyl]-7-methylthieno[3,2-d][1,2,3]triazin-4-yl}carbamate